3-[3-(4-Methoxy-benzyl)-3H-imidazo[4,5-b]pyridin-2-yl]-N-phenethyl-propionamide COC1=CC=C(CN2C(=NC=3C2=NC=CC3)CCC(=O)NCCC3=CC=CC=C3)C=C1